C(C1=CC=CC=C1)N(C(C(CCC(CCCC)CC)O)=O)CCO 1-(benzyl-(2-hydroxyethyl)amino)-3-(2-ethylhexyl)oxopropan-2-ol